8-(2-((tert-butoxycarbonyl)imino)-4,4-diethyl-6-oxotetrahydropyrimidin-1(2H)-yl)-5,6,7,8-tetrahydronaphthalene-2-carboxylic acid methyl ester COC(=O)C1=CC=2C(CCCC2C=C1)N1C(NC(CC1=O)(CC)CC)=NC(=O)OC(C)(C)C